ClC=1C=C(C=C2C=C(N=CC12)NC(=O)NC)C=1C=NC=CC1C 1-(8-chloro-6-(4-methylpyridin-3-yl)isoquinolin-3-yl)-3-methylurea